Selenium Sulfur 8-bromo-2-(methanesulfonyl)pyrazolo[1,5-a][1,3,5]triazin-4-amine BrC=1C=NN2C1N=C(N=C2N)S(=O)(=O)C.[S].[Se]